C(C)(C)(C)OC(N[C@@H](CN)C1=CC=CC=C1)=O (R)-(2-amino-1-phenylethyl)carbamic acid tert-butyl ester